5-(5-bromo-3,4-dihydroquinolin-1(2H)-yl)-3-fluoro-9-methylpyrido[3,2-e][1,2,4]triazolo[4,3-a]pyrimidine BrC1=C2CCCN(C2=CC=C1)C1=NC=2N(C3=C1C=C(C=N3)F)C(=NN2)C